OP(O)OP(O)O.C(C)(C)(C)C1=C(C=CC(=C1)C(C)(C)C)C(O)(C(CO)(CO)CO)C1=C(C=C(C=C1)C(C)(C)C)C(C)(C)C bis(2,4-bisTert-butylphenyl)pentaerythritol diphosphite